C(C)(C)(C)OC(=O)NC1CCN(CC1)C=1SC=C(N1)C(=O)N[C@H](C(=O)NC(C(=O)O)=C)CO[Si](C)(C)C(C)(C)C (s)-2-(2-(2-(4-((Tert-butoxycarbonyl)amino)piperidin-1-yl)thiazole-4-carboxamido)-3-((tert-butyldimethylsilyl)oxy)propanamido)acrylic acid